4-O-methyl-α-D-glucuronic acid CO[C@H]1[C@@H]([C@H]([C@@H](O)O[C@@H]1C(=O)O)O)O